(4R)-4-((8R,9S,10S,13R,14S,17R)-10,13-dimethyl-3,7,12-trioxohexadecahydro-1H-cyclopenta[a]phenanthren-17-yl)pentanoyl fluoride C[C@]12[C@H]3CC([C@@]4([C@H](CC[C@H]4[C@@H]3C(CC2CC(CC1)=O)=O)[C@@H](CCC(=O)F)C)C)=O